C1=CN=C2N1C1=CC(=CC=C1N=C2)C(=O)N imidazo[1,2-a]quinoxaline-8-carboxamide